(R)-3-(1-(cyclopropylmethyl)-5-methyl-1,2,5,6-tetrahydropyridin-3-yl)-1H-pyrrolo[2,3-b]pyridine C1(CC1)CN1CC(=C[C@H](C1)C)C1=CNC2=NC=CC=C21